3,N7-bis(4-nitrophenyl)-10H-phenothiazine-3,7-dicarboxamide [N+](=O)([O-])C1=CC=C(C=C1)C1(CC=C2NC3=CC=C(C=C3SC2=C1)C(=O)NC1=CC=C(C=C1)[N+](=O)[O-])C(=O)N